OC(CC(=O)[O-])(CC(=O)[O-])C(=O)[O-].OC(CC(=O)[O-])(CC(=O)[O-])C(=O)[O-].[Mg+2].[Mg+2].[Mg+2] trimagnesium di(2-hydroxypropane-1,2,3-tricarboxylate)